isotridecyl n-tetradecanoate C(CCCCCCCCCCCCC)(=O)OCCCCCCCCCCC(C)C